CC1([C@H]2CN([C@@H]([C@@H]12)C(=O)N[C@H](C=O)C[C@H]1C(NCC1)=O)C(=O)C1=CC2=NC=CC=C2N1)C (1R,2S,5S)-6,6-dimethyl-N-((S)-1-oxo-3-((S)-2-oxopyrrolidin-3-yl)propan-2-yl)-3-(1H-pyrrolo[3,2-b]pyridine-2-carbonyl)-3-azabicyclo[3.1.0]hexane-2-carboxamide